C(CCC)C=1N(C(=C(N1)CCCC)C)C=C 2,4-dibutyl-5-methyl-1-vinyl-imidazole